2-(4H-1,2,4-triazole-3-yl)iminomethylphenol N=1N=C(NC1)N=CC1=C(C=CC=C1)O